NC[C@H](CC1=C(C(=C(C(=O)N)C=C1C)F)C)N(C)C 4-[(2S)-3-amino-2-(dimethylamino)propyl]-2-fluoro-3,5-dimethylbenzamide